F[C@H]1[C@@H](C1)C(=O)NC1=CC(=C(N=N1)C(=O)NC([2H])([2H])[2H])NC1=NC=CC=C1S(=O)(=O)C 6-[(1S,2R)-2-fluorocyclopropaneamido]-4-[(3-methanesulfonylpyridin-2-yl)amino]-N-(2H3)methylpyridazine-3-carboxamide